[Ir+].CC1=CC(=NC=C1)C1=NC=CC(=C1)C (4,4'-dimethyl-2,2'-bipyridine) iridium (I)